amino-2-[2-oxo-2-[(2S)-(trifluoromethyl)pyrrolidin-1-yl]ethyl]isoindolin-1-one NC1N(C(C2=CC=CC=C12)=O)CC(N1[C@@H](CCC1)C(F)(F)F)=O